N-(3,4-difluorophenyl)-3-fluoro-4-(N-(3-(hydroxymethyl)cyclobutyl)sulfamoyl)-1-methyl-1H-pyrrole-2-carboxamide FC=1C=C(C=CC1F)NC(=O)C=1N(C=C(C1F)S(NC1CC(C1)CO)(=O)=O)C